FC1=C(C(=CC=C1NS(=O)(=O)C1=C(C=C(C(=C1)Cl)Cl)Cl)F)C=1C=C2C=NC(=NC2=CC1)NC(C(C)(C)C)=O N-(6-(2,6-difluoro-3-(2,4,5-trichlorophenylsulfonamido)phenyl)quinazolin-2-yl)pivaloamide